N(=NC(=O)N(C)C)C(=O)N(C)C azobis(N,N'-dimethylformamide)